C1(=CC=CC=C1)P(CO)(C1=CC=CC=C1)=O diphenyl(hydroxymethyl)phosphine oxide